COC1=C(C=C(C=N1)C1=CC=C2C(=NNC2=C1)C(=O)NC1CN(C(C1)=O)C)C(NCC1=C(C=CC=C1)OC(F)(F)F)=O 6-[6-methoxy-5-({[2-(trifluoro-methoxy)phenyl]methyl}-carbamoyl)pyridin-3-yl]-N-(1-methyl-5-oxopyrrolidin-3-yl)-1H-indazole-3-carboxamide